3-(3-Chloro-4-fluorophenyl)-1-(3-hydroxypropyl)-1-(2-oxo-4-(trifluoromethyl)-1,2,5,6,7,8-hexahydroquinolin-5-yl)urea ClC=1C=C(C=CC1F)NC(N(C1C=2C(=CC(NC2CCC1)=O)C(F)(F)F)CCCO)=O